C(C)(C)(C)P(C1=CCC=C1)C(C)(C)C ditert-butyl(cyclopenta-1,4-dien-1-yl)phosphane